2-((2-ethyl-6-(4-(2-(3-hydroxyazetidin-1-yl)-2-oxoethyl)piperazin-1-yl)imidazo[1,2-a]pyridin-3-yl)(methyl)amino)-4-(4-fluorophenyl)thiazole-5-carbonitrile C(C)C=1N=C2N(C=C(C=C2)N2CCN(CC2)CC(=O)N2CC(C2)O)C1N(C=1SC(=C(N1)C1=CC=C(C=C1)F)C#N)C